C1(=CC=CC=2C3=CC=CC=C3C=CC12)N[C@@H](C)C(=O)O phenanthrenylalanine